1,4-diazabicyclo[3.2.2]nonan-4-yl-[3-(3-fluoro-2-methoxy-phenyl)-5,6-dihydro-4H-cyclopenta[c]pyrazol-1-yl]methanone N12CCN(C(CC1)CC2)C(=O)N2N=C(C1=C2CCC1)C1=C(C(=CC=C1)F)OC